NC(CCC(=O)ON1C(CCC1=O)=O)(CCC(=O)ON1C(CCC1=O)=O)CCC(=O)ON1C(CCC1=O)=O bis(2,5-dioxopyrrolidin-1-yl) 4-amino-4-(3-((2,5-dioxopyrrolidin-1-yl)oxy)-3-oxopropyl)heptanedioate